S1C(=NC2=C1C=CC=C2)SNCC2=C(C=CC=C2)C S-(benzo[d]thiazol-2-yl)-N-(2-methylbenzyl)thiohydroxylamine